C1CC12NCCN(C2)C2=C1C=NC(=NC1=C(C=C2)C(=O)NC2=CC1=CN(N=C1C(=C2)F)C)OC 5-(4,7-diazaspiro[2.5]octan-7-yl)-N-(7-fluoro-2-methyl-indazol-5-yl)-2-methoxy-quinazoline-8-carboxamide